FP1(=NP(=NP(=N1)(OCC)F)(F)F)F pentafluoro(ethoxy)cyclotriphosphazene